COC=1C=C(C=C2CC3=CC=CC=C3C2)C=CC1OC 2-(3,4-dimethoxybenzylidene)-1H-indene